N1(CCCCCC1)C=1N=C(C2=C(C=NNC2=O)N1)NC1=CC=C(C=C1)CCN1CCN(CC1)CC 2-(azepan-1-yl)-4-((4-(2-(4-ethylpiperazin-1-yl)ethyl)phenyl)amino)pyrimido[4,5-d]pyridazin-5(6H)-one